N-(4-{1-[(furan-3-yl)carbonyl]piperidin-4-yl}butyl)-1H-pyrrolo[3,2-c]pyridine-2-carboxamide O1C=C(C=C1)C(=O)N1CCC(CC1)CCCCNC(=O)C1=CC=2C=NC=CC2N1